CSC1=CC=C(C=C1)N1CCC2=CC(=CC=C12)N 1-(4-(methylthio)phenyl)indolin-5-amine